FC(C1=C(N=CN1C)C(=O)OC)F methyl 5-(difluoromethyl)-1-methyl-1H-imidazole-4-carboxylate